NC1=CC(=C(OC2=CC=C3CCNC(C3=C2)=O)C(=C1)Cl)Cl 7-(4-amino-2,6-dichlorophenoxy)-3,4-dihydro-isoquinolin-1(2H)-one